N-[3-(3-cyclohexylpropoxy)phenyl]-2-methyl-4-[(pyrimidin-5-yl)methoxy]aniline C1(CCCCC1)CCCOC=1C=C(C=CC1)NC1=C(C=C(C=C1)OCC=1C=NC=NC1)C